O=S1(CCN(CC1)C1=CC=C(C=C1)N1C[C@@H]2[C@H](C1)CN(C2)C(=O)NCC)=O cis-5-(4-(1,1-Dioxidothiomorpholino)phenyl)-N-ethylhexa-hydropyrrolo[3,4-c]pyrrole-2(1H)-carboxamide